benzanthracene-7,12-dione C1=CC=CC=2C=CC=3C(C=4C=CC=CC4C(C3C21)=O)=O